C1(=CC=CC=C1)C=1C(=CC(=CC1)N(C1=CC=2C(C3=CC=CC=C3C2C=C1)(C)C)C1=C2C(=CC3=CC=CC=C13)C(C(C2(C)C)(C)C)(C)C)C2=CC=CC=C2 N-([1,1':2',1''-terphenyl]-4'-yl)-N-(1,1,2,2,3,3-hexamethyl-2,3-dihydro-1H-cyclopenta[b]Naphthalen-4-yl)-9,9-dimethyl-9H-fluoren-2-amine